3-[5-[(1R)-1-[5-[5-[(4,6-difluoro-1H-indol-5-yl)oxy]-2-fluoro-phenyl]-1-methyl-1,2,4-triazol-3-yl]ethyl]-2-thienyl]propanoate FC1=C2C=CNC2=CC(=C1OC=1C=CC(=C(C1)C1=NC(=NN1C)[C@@H](C)C1=CC=C(S1)CCC(=O)[O-])F)F